(E)-2-fluoro-1-(4-fluorostyryl)-4-isopropyl-3,5-dimethoxybenzene FC1=C(C=C(C(=C1OC)C(C)C)OC)\C=C\C1=CC=C(C=C1)F